3-imidazo[1,2-a]pyridin-3-ylcyclohex-2-en-1-amine N=1C=C(N2C1C=CC=C2)C2=CC(CCC2)N